FC(OC1=CC=C(C=C1)NC1=CC(=NC=N1)C1=CC=C(C=C1)NS(=O)(=O)CCCC)(F)F Butane-1-sulfonic acid {4-[6-(4-trifluoromethoxy-phenylamino)-pyrimidin-4-yl]-phenyl}-amide